7-(2-(5-chloro-1H-indol-3-yl)ethoxy)-5-(4-fluorophenyl)thiazolo[5,4-d]pyrimidine ClC=1C=C2C(=CNC2=CC1)CCOC=1C2=C(N=C(N1)C1=CC=C(C=C1)F)SC=N2